O1C(OCC1)CNC(C1=CC(=C(C=C1)Cl)N1C(NC(CC1)=O)=O)=O N-((1,3-dioxolan-2-yl)methyl)-4-chloro-3-(2,4-dioxotetrahydropyrimidin-1(2H)-yl)benzamide